BrC1=CC=C(OC2CCN(CC2)C2=CC=C(C=C2)C(F)(F)F)C=C1 4-(4-bromophenoxy)-1-(4-(trifluoromethyl)phenyl)piperidine